N2-(3,3-difluorocyclopentyl)-N4-(1-(methylsulfonyl)pyrrolidin-3-yl)-6-(6-(trifluoromethyl)pyridin-2-yl)-1,3,5-triazine-2,4-diamine FC1(CC(CC1)NC1=NC(=NC(=N1)NC1CN(CC1)S(=O)(=O)C)C1=NC(=CC=C1)C(F)(F)F)F